ClC1=C(C=CC(=C1)CN(C)C)[C@H](C(F)(F)F)NC(=O)C=1C=C2CN(C(C2=CC1)=O)C1C(NC(CC1)=O)=O N-((R)-1-(2-chloro-4-((dimethylamino)methyl)phenyl)-2,2,2-trifluoroethyl)-2-(2,6-dioxopiperidin-3-yl)-1-oxoisoindoline-5-carboxamide